C(C)(C)(C)OC(=O)N[C@H](C(=O)OC)CC1=CC=C(C=C1)N1C(N=C(C=C1)NC(=O)N1CCN(CC1)C(C(C)(C)NC(=O)OC(C)(C)C)=O)=O methyl (S)-2-((t-butoxycarbonyl)amino)-3-(4-(4-(4-(2-((t-butoxycarbonyl)amino)-2-methylpropanoyl)piperazine-1-carboxamido)-2-oxopyrimidin-1(2H)-yl)phenyl)propanoate